ClC1=NC(=CC(=C1)C(=O)N(C)OC)Cl 2,6-dichloro-N-methoxy-N-methyl-pyridine-4-carboxamide